Methyl 5-((isoindoline-2-carbonothioyl) thio)-2-methoxybenzoate C1N(CC2=CC=CC=C12)C(=S)SC=1C=CC(=C(C(=O)OC)C1)OC